C1(CC1)N(C(=O)C1CC(CCC1)NC(=O)C=1C=C(C=NC1OC)C1=CC=C2C(=NNC2=C1)C(=O)NC)C 6-[5-({3-[cyclopropyl(methyl)carbamoyl]cyclohexyl}carbamoyl)-6-methoxypyridin-3-yl]-N-methyl-1H-indazole-3-carboxamide